Cl[SiH2]Cl di-chlorsilane